O1C2=C(NCC1)N=C(C=C2)CCCCCO[C@H]2CN(CC2)[C@@H](C(=O)O)C2=C(C(=CC(=C2)C(C)C)F)OC (R)-2-((R)-3-((5-(3,4-dihydro-2H-pyrido[3,2-b][1,4]oxazin-6-yl)pentyl)oxy)pyrrolidin-1-yl)-2-(3-fluoro-5-isopropyl-2-methoxyphenyl)acetic acid